3-(4-chloro-6-methoxypyrimidin-2-yl)oxetan-3-ol ClC1=NC(=NC(=C1)OC)C1(COC1)O